[N-](S(=O)(=O)C(F)(F)F)S(=O)(=O)C(F)(F)F.C(C)C(CCC)P(CCCC)CCCC ethyl-tributylphosphine bis(trifluoromethanesulfonyl)imide salt